4-chloro-N-((4-chloro-3-(trifluoromethyl)phenyl)sulfonyl)-N-(5-methyl-2-(3-nitrophenoxy)pyridin-3-yl)-3-(trifluoromethyl)benzenesulfonamide ClC1=C(C=C(C=C1)S(=O)(=O)N(C=1C(=NC=C(C1)C)OC1=CC(=CC=C1)[N+](=O)[O-])S(=O)(=O)C1=CC(=C(C=C1)Cl)C(F)(F)F)C(F)(F)F